Nitropropane CCC[N+](=O)[O-]